C(#N)C1=CC2=C(CN(C[C@H]2C2=C(C=CC=C2)C=2C(=NN(C2)CC)C(F)(F)F)C(/C=C/C2N(CCN(C2)C(=O)OC(C)(C)C)C(=O)OC(C)(C)C)=O)S1 di-tert-Butyl 2-((E)-3-((S)-2-cyano-4-(2-(1-ethyl-3-(trifluoromethyl)-1H-pyrazol-4-yl)phenyl)-4,7-dihydrothieno[2,3-c]pyridin-6(5H)-yl)-3-oxoprop-1-en-1-yl)piperazine-1,4-dicarboxylate